4-(3-((3-(ethoxycarbonyl)phenyl)amino)imidazo[1,2-a]pyrazin-2-yl)benzoic acid C(C)OC(=O)C=1C=C(C=CC1)NC1=C(N=C2N1C=CN=C2)C2=CC=C(C(=O)O)C=C2